norbornene-2-methanol C12C(=CC(CC1)C2)CO